CN(C)C1=CC=C(CN)C=C1 4-(N,N-dimethylamino)benzylamine